P(=O)(OCCOC(C=C)=O)(OCCOC(C=C)=O)[O-] bis[2-(acryloyloxy) ethyl] phosphate